5-((2-((tert-butyldimethylsilyl)oxy)-3-methoxybenzyl)amino)-N-(4-(3,4-difluorophenyl)-5-(pyridine-3-yl)thiazol-2-yl)-3-methylpyridine-2-sulfonamide [Si](C)(C)(C(C)(C)C)OC1=C(CNC=2C=C(C(=NC2)S(=O)(=O)NC=2SC(=C(N2)C2=CC(=C(C=C2)F)F)C=2C=NC=CC2)C)C=CC=C1OC